[Cl-].C(CC)NN1CN(C=C1)C 1-propylamino-3-methylimidazole chloride salt